(S)-4-(((benzyloxy)carbonyl)amino)-5-(((S)-1-(((S)-1-((4-(hydroxymethyl)phenyl)amino)-1-oxo-5-ureidopentan-2-yl)amino)-3-methyl-1-oxobutan-2-yl)amino)-5-oxopentanoic acid C(C1=CC=CC=C1)OC(=O)N[C@@H](CCC(=O)O)C(=O)N[C@H](C(=O)N[C@H](C(=O)NC1=CC=C(C=C1)CO)CCCNC(=O)N)C(C)C